4-(4-Trifluoromethoxy-phenylamino)-quinazoline-7-carboxylic acid (3-methoxy-propyl)-amide COCCCNC(=O)C1=CC=C2C(=NC=NC2=C1)NC1=CC=C(C=C1)OC(F)(F)F